BrC1=CC(=C(C(=C1CC#N)F)CC#N)Br 2,2'-(1,3-dibromo-5-fluoro-4,6-phenylene)diacetonitrile